C(C1=CC=CC=C1)C1N(CCC1(C)C)C1=NC(=CC(=N1)N1CCOCC1)OCC1=CC=C(C=C1)OC 4-(2-(2-benzyl-3,3-dimethylpyrrolidin-1-yl)-6-((4-methoxybenzyl)oxy)pyrimidin-4-yl)morpholine